N-[(5-bromo-1,3-benzothiazol-2-yl)methyl]carbamic acid tert-butyl ester C(C)(C)(C)OC(NCC=1SC2=C(N1)C=C(C=C2)Br)=O